3-(4-(4-isopropyl-2-oxopiperazin-1-yl)phenyl)propanoic acid C(C)(C)N1CC(N(CC1)C1=CC=C(C=C1)CCC(=O)O)=O